N1C=C(C2=CC=CC=C12)CCC1N(CCC2=CC=C(C=C12)OC)CC1CCOCC1 1-(2-(1H-indol-3-yl)ethyl)-7-methoxy-2-((tetrahydro-2H-pyran-4-yl)methyl)-1,2,3,4-tetrahydroisoquinoline